C1(CC1)C(=O)N[C@@]12CN(C[C@H]2[C@H]1C)C1=NC(=NC=C1F)NC=1C=C(C(=NC1)C(=O)NC)C 5-[(4-{(1s,5r,6r)-1-[(cyclopropylcarbonyl)amino]-6-methyl-3-azabicyclo[3.1.0]hex-3-yl}-5-fluoropyrimidin-2-yl)amino]-N,3-dimethylpyridine-2-carboxamide